N-((2-(2,6-dioxopiperidin-3-yl)-1-oxoisoindolin-5-yl)methyl)-6-(acetylamino)-2H-chromene-3-carboxamide O=C1NC(CCC1N1C(C2=CC=C(C=C2C1)CNC(=O)C=1COC2=CC=C(C=C2C1)NC(C)=O)=O)=O